N1(N=CN=C1)CC(=O)NC1=C(C=C(C=C1)C1=C(C=C(C=C1)C)Cl)C(=O)OC methyl 4-(2-(1H-1,2,4-triazol-1-yl) acetamido)-2'-chloro-4'-methyl-[1,1'-biphenyl]-3-carboxylate